2-methyl-9,10-dimethacryloyloxy-1,4-dihydroanthracene CC=1CC2=C(C3=CC=CC=C3C(=C2CC1)OC(C(=C)C)=O)OC(C(=C)C)=O